2-[tert-butyl(dimethyl)silyl]oxyspiro[3.3]heptan-6-amine [Si](C)(C)(C(C)(C)C)OC1CC2(C1)CC(C2)N